cyclopenta[f][1,3]benzodioxol-7-one O1COC2=C1C=C1C(=C2)C=CC1=O